C(C(C)=C)OCC(C(=O)OCC(C=C)C)=C 2-methyl-3-butenyl α-methallyloxymethylacrylate